4-(p-tolyl)-3-methyl-3-buten-1-ol C1(=CC=C(C=C1)C=C(CCO)C)C